(Z)-prop-1-enyl-phosphonic acid C(=C/C)/P(O)(O)=O